N1(C(CCC1)=O)C(=O)[O-].[K+].FC=1C=C(C=C(C1)F)C1=C2C(=NN1C)[C@@H]1CCC[C@H](C2)N1C(=O)C=1C=C2C=CC=NC2=CC1 |r| racemic-((5R,9S)-3-(3,5-Difluorophenyl)-2-methyl-4,5,6,7,8,9-hexahydro-2H-5,9-epiminocycloocta[c]pyrazol-10-yl)(quinolin-6-yl)methanone Kalium pyrrolidoncarboxylat